Cl.FC1=C(C=CC(=C1F)OC)C1=CN=C2N1C=CN=C2NC2=CC(=C(C(=O)NCC1(CNC1)F)C=C2)CC 4-((3-(2,3-difluoro-4-methoxyphenyl)imidazo[1,2-a]pyrazin-8-yl)amino)-2-ethyl-N-((3-fluoroazetidin-3-yl)methyl)benzamide hydrochloride